COC(=O)C1(CC1)NC(=O)C=1SC(=C(C1F)Br)Br 1-{[(4,5-dibromo-3-fluoro-2-thienyl)carbonyl]Amino}cyclopropanecarboxylic acid methyl ester